COC(N(C[C@@H]1NCCC1)C1(CCC1)C1=CC(=CC=C1)Cl)=O N-[1-(3-chlorophenyl)cyclobutyl]-N-{[(2R)-pyrrolidin-2-yl]methyl}carbamic acid methyl ester